1-(1-(2-fluoroacryloyl)azetidin-3-yl)-N-(4-(isopropylcarbamoyl)phenyl)-3-(4-(trifluoromethyl)phenyl)-1H-indazole-7-carboxamide FC(C(=O)N1CC(C1)N1N=C(C2=CC=CC(=C12)C(=O)NC1=CC=C(C=C1)C(NC(C)C)=O)C1=CC=C(C=C1)C(F)(F)F)=C